C(C)(C)(C)C=1C(=C(C=C(C1)CCC(=O)OCC(CCCC)CC)N1N=C2C(=N1)C=CC=C2)O 2-(3-tert-butyl-5-(2-(2-ethylhexyloxy)carbonylethyl)2-hydroxyphenyl)-2H-benzotriazole